2,4-di-tertiary amyl-6-(1-(3,5-di-tertiary amyl-2-hydroxyphenyl)ethyl)phenyl acrylate C(C=C)(=O)OC1=C(C=C(C=C1C(C)C1=C(C(=CC(=C1)C(C)(C)CC)C(C)(C)CC)O)C(C)(C)CC)C(C)(C)CC